5-((5-isopropyl-2,3-dihydro-1H-pyrrolo[2,3-b]pyridin-4-yl)oxy)pyrimidin-2,4-diamine C(C)(C)C=1C(=C2C(=NC1)NCC2)OC=2C(=NC(=NC2)N)N